C[C@@H]1CN(C[C@@H](O1)C)CC1(CCN(CC1)C(=O)[O-])O 4-[(2R,6S)-2,6-dimethylmorpholin-4-yl]methyl-4-hydroxypiperidine-1-carboxylate